disodium 2-[5-(1-{[(2,4-dimethyl phenyl)(5-chlorofuran-2-yl)methyl] carbamoyl} cyclopropyl)-1H-indol-3-yl]ethyl phosphate P(=O)(OCCC1=CNC2=CC=C(C=C12)C1(CC1)C(NC(C=1OC(=CC1)Cl)C1=C(C=C(C=C1)C)C)=O)([O-])[O-].[Na+].[Na+]